FC(C(=O)O)(F)F.ClC=1C=C(C=C(C1)C#N)C(C)(C)C1=CC=C(OCC2=NC(=NC=C2)N2CCN(CC2)C2CCN(CC2)CC2CCN(CC2)CC(=O)O)C=C1 2-(4-((4-(4-(4-((4-(2-(3-chloro-5-cyanophenyl)propan-2-yl)phenoxy)methyl)pyrimidin-2-yl)piperazin-1-yl)piperidin-1-yl)methyl)piperidin-1-yl)acetic acid (50e)-trifluoroacetate